C1(CCCCC1)NC1=NC(=NC=C1C=1C=NN(C1)C)NC1=CC(=NO1)C N4-cyclohexyl-5-(1-methyl-1H-pyrazol-4-yl)-N2-(3-methylisoxazol-5-yl)pyrimidine-2,4-diamine